CC(=O)N methane-carboxamide